tert-butyl N-{6-oxospiro[3.3]heptan-2-yl}carbamate O=C1CC2(CC(C2)NC(OC(C)(C)C)=O)C1